BrC1=C2C(N(C(C2=CC=C1CN1CCN(CC1)C1=CC(=C(C=C1)NC1=NC=C(C(=N1)NC1=C(C=CC=C1)P(=O)(C)C)Cl)OC)=O)C1C(NC(CC1)=O)=O)=O 4-bromo-5-((4-(4-((5-chloro-4-((2-(dimethylphosphoryl)phenyl)amino)pyrimidin-2-yl)amino)-3-methoxyphenyl)piperazin-1-yl)methyl)-2-(2,6-dioxopiperidin-3-yl)isoindoline-1,3-dione